N-[(6-Amino-2-pyridyl)sulfonyl]-5-[4-(hydroxymethyl)phenyl]-2-(2,2,4-trimethylpyrrolidin-1-yl)pyridin-3-carboxamid NC1=CC=CC(=N1)S(=O)(=O)NC(=O)C=1C(=NC=C(C1)C1=CC=C(C=C1)CO)N1C(CC(C1)C)(C)C